2-(4-methoxyphenyl)-N-(1-(4-methyl-6-((5-methyl-1H-pyrazol-3-yl)amino)pyrimidin-2-yl)piperidin-4-yl)acetamide COC1=CC=C(C=C1)CC(=O)NC1CCN(CC1)C1=NC(=CC(=N1)C)NC1=NNC(=C1)C